2-[[3-morpholinosulfonyl-6-(1H-pyrrolo[2,3-b]pyridin-4-yl)-4-quinolyl]amino]benzoic acid O1CCN(CC1)S(=O)(=O)C=1C=NC2=CC=C(C=C2C1NC1=C(C(=O)O)C=CC=C1)C1=C2C(=NC=C1)NC=C2